CN(C)C=C(C1=CC=NC=C1)[N+]#[C-] 2-ISOCYANO-N,N-DIMETHYL-2-PYRIDIN-4-YLETHYLENAMINE